C(C)(C)(C)OC(=O)N(C(OC(C)(C)C)=O)C[C@@H]1C[C@H](C1)N1N=C(C(=C1)C1=NC=C(C2=C1C=CN2C(C)C)F)C2CC2 tert-butyl (tert-butoxycarbonyl)((trans-3-(3-cyclopropyl-4-(7-fluoro-1-isopropyl-1H-pyrrolo[3,2-c]pyridin-4-yl)-1H-pyrazol-1-yl)cyclobutyl)methyl)carbamate